3-((6-(cyclopropanecarboxamido)-5-fluoropyridin-3-yl)ethynyl)-N-(4-((4-ethylpiperazin-1-yl)methyl)-3-(trifluoromethyl)phenyl)-4-methylbenzamide C1(CC1)C(=O)NC1=C(C=C(C=N1)C#CC=1C=C(C(=O)NC2=CC(=C(C=C2)CN2CCN(CC2)CC)C(F)(F)F)C=CC1C)F